(S)-4-(6-((1-(4-(difluoromethyl)phenyl)-4-methyl-1H-1,2,3-triazol-5-yl)methoxy)pyridazin-3-yl)morpholine-2-carboxylic acid FC(C1=CC=C(C=C1)N1N=NC(=C1COC1=CC=C(N=N1)N1C[C@H](OCC1)C(=O)O)C)F